ClC=1C=C(C=2N(N1)C=CN2)[C@@H]2[C@H](C2)C2=C(C=CC=C2)OC 6-chloro-8-((1S,2S)-2-(2-methoxyphenyl)cyclopropyl)imidazo[1,2-b]pyridazine